ClC1=CC=C(C=C1)C(C(=O)N[C@@H](C(C)C)C(=O)N[C@H](CCC(=O)OC(C)C)C(=O)OC(C)C)(C)C Diisopropyl (2-(4-chlorophenyl)-2-methylpropanoyl)-L-valyl-D-glutamate